ClC1=CC=CC(=N1)C(=O)NC=1C=C2C(=NC1N1CCCCC1)N=C(O2)N2CCOCC2 6-chloro-N-(2-morpholino-5-(piperidin-1-yl)oxazolo[4,5-b]pyridin-6-yl)pyridine-2-carboxamide